1-[8-(1,3,4-oxadiazol-2-yl)-4-(1,1,2,2,2-pentafluoroethyl)imidazo[1,2-a]1,8-naphthyridin-2-yl]ethanone O1C(=NN=C1)C=1N=C2N(C=3N=C(C=C(C3C=C2)C(C(F)(F)F)(F)F)C(C)=O)C1